N[C@@H]1C2=CC=CC=C2CC12CCN(CC2)C=2NC(C1=C(N2)NN=C1C(=C)C1=C(C(=CC=C1)OC)C)=O (S)-6-(1-amino-1,3-dihydro-spiro[inden-2,4'-piperidin]-1'-yl)-3-(1-(3-methoxy-2-methylphenyl)vinyl)-1H-pyrazolo[3,4-d]pyrimidin-4(5H)-one